FC(OC=1C=CC(=C(CN2N=C(N=N2)C2=CC=CC(=N2)C(CS(=O)(=O)N)(C)O)C1)F)F 2-(6-(2-(5-(difluoromethoxy)-2-fluorobenzyl)-2H-tetrazol-5-yl)pyridin-2-yl)-2-hydroxypropane-1-sulfonamide